1-(methanesulfonylmethyl)-4-nitrobenzene CS(=O)(=O)CC1=CC=C(C=C1)[N+](=O)[O-]